C(#N)[C@H](C[C@@H]1C(NCC1)=O)NC(=O)[C@@H]1N([C@@H]2CC([C@H]1CC2)(F)F)C(C(F)(F)C2=CC(=CC(=C2)Cl)Cl)=O (1S,3R,4S)-N-[(1S)-1-cyano-2-[(3R)-2-oxopyrrolidin-3-yl]ethyl]-2-[2-(3,5-dichlorophenyl)-2,2-difluoro-acetyl]-5,5-difluoro-2-azabicyclo[2.2.2]octane-3-carboxamide